methylene-1,3-propanediol C=C(CCO)O